OC1C(N(CC1)C([2H])([2H])[2H])=O 3-hydroxy-1-(methyl-d3)Pyrrolidin-2-one